C(C(C)C)N(C=1C=2C=NNC2C=CC1)CC(C)C N,N-diisobutyl-1H-indazol-4-amine